4-[bis-(4-methoxy-benzyl)amino]-2,5-difluoro-phenol COC1=CC=C(CN(C2=CC(=C(C=C2F)O)F)CC2=CC=C(C=C2)OC)C=C1